2-hydroxylethylacrylate OCCOC(C=C)=O